CC=1C(=NC(=NC1)NC=1C=NN(C1)C)N1C=C(C2=CC(=CC=C12)[N+](=O)[O-])C 5-Methyl-4-(3-methyl-5-nitro-indol-1-yl)-N-(1-methylpyrazol-4-yl)pyrimidin-2-amine